C(C1=CC=CC=C1)NCC(O)C1=C(N=NN1C)C1=CC=C(C=C1)OCOC 2-(benzylamino)-1-(4-(4-(methoxymethoxy)phenyl)-1-methyl-1H-1,2,3-triazol-5-yl)ethan-1-ol